C1=CC(=CC=C1C(=O)N[C@@H](CCC(=O)O)C(=O)O)NCC2=CN=C3C(=N2)C(=NC(=N3)N)N aminopteridine